2-(3,4-dichlorophenyl)-N-[2-(1-pyrrolidinyl)ethyl]acetamide ClC=1C=C(C=CC1Cl)CC(=O)NCCN1CCCC1